CN1CCC(CC1)C(=O)C1=NC(=CC=C1)N (6-aminopyridin-2-yl) (1-methylpiperidine-4-yl) ketone